N-[4-(anilino)phenyl]pivalamide N(C1=CC=CC=C1)C1=CC=C(C=C1)NC(C(C)(C)C)=O